C(C)(C)(C)OC(=O)NC(C(=O)OC)CC=1C(NC2=CC(=CC=C2C1)C)=O Methyl 2-((tert-butoxycarbonyl)amino)-3-(7-methyl-2-oxo-1,2-dihydroquinolin-3-yl)propanoate